4-(benzyloxy)-3,5-dimethylquinoline C(C1=CC=CC=C1)OC1=C(C=NC2=CC=CC(=C12)C)C